BrC=1C(=C(C(=CC1)OC)C1=NC=CN=C1)C 2-(3-bromo-6-methoxy-2-methyl-phenyl)pyrazine